C(C)(=O)OCC1=CC2=C(C=N1)OC(O2)(F)F (2,2-difluoro-[1,3]dioxolo[4,5-c]pyridin-6-yl)methyl acetate